C(C)(=O)OCC1=NC=CC(=C1)C1=CC(=C(C=C1)C(N)=O)C [4-(4-Carbamoyl-3-Methylphenyl)Pyridin-2-yl]Methyl Acetate